4-((benzyloxy)methyl)-2-fluoroaniline C(C1=CC=CC=C1)OCC1=CC(=C(N)C=C1)F